N-(2-cyano-1-cyclopentylethyl)-4-(2,3-dihydro-2-oxo-1H-imidazo[4,5-b]pyridin-7-yl)-1H-pyrazole-1-carboxamide C(#N)CC(C1CCCC1)NC(=O)N1N=CC(=C1)C1=C2C(=NC=C1)NC(N2)=O